C(C1=CC=CC=C1)N1CCC(CC1)CCC(=O)C1=CC=C(C=C1)C1CCNCC1 3-(1-benzyl-piperidine-4-yl)-1-(4-(piperidine-4-yl)phenyl)propan-1-one